(Z)-2-(1,2-di(thiophene-2-yl)vinyl)-6-methylpyridine S1C(=CC=C1)\C(=C/C=1SC=CC1)\C1=NC(=CC=C1)C